NC=1C(=C(C=CC1C(C)=O)C1=CC(=C(C=C1)C(C)=O)N)N 3,3'-diamino-4,4'-diacetyl-aminobiphenyl